C(C)(C)(C)N1C=NC(=C1)C(=O)NC1=C(C=C(C(=C1)C1=CC=2N(C(=C1)N1CCOCC1)N=CC2)C)F 1-Tert-butyl-N-{2-fluoro-4-methyl-5-[7-(morpholin-4-yl)pyrazolo[1,5-a]pyridin-5-yl]phenyl}imidazole-4-carboxamide